OC=1C=C(C=CC1)C=1NC2=NC=CC=C2C1 2-(3-hydroxyphenyl)-7-azaindole